CNCCCO N-methyl-1-aminopropane-3-ol